NC1=NC2=CC=C(C=C2C=N1)C1=C(C(=NC=C1F)NS(=O)(=O)C=1C(=NC=C(C1)Cl)OC)F N-[4-(2-aminoquinazolin-6-yl)-3,5-difluoropyridin-2-yl]-5-chloro-2-methoxypyridine-3-sulfonamide